[Cu+].S1C(=CC=C1)C(=O)[O-] 2-thiophenecarboxylic acid copper (I) salt